ClC=1C=C(C=NC1OC1=CC=NC2=CC(=C(C=C12)C(NC)=O)OCCO)NC(=O)C1(CC1)C(=O)NC1=CC=C(C=C1)F 1-N'-[5-chloro-6-[7-(2-hydroxyethoxy)-6-(methylcarbamoyl)quinolin-4-yl]oxypyridin-3-yl]-1-N-(4-fluorophenyl)cyclopropane-1,1-dicarboxamide